C(C)(C)(C)NS(=O)(=O)C=1C=C(C=CC1)NC(C1=C(N=C(C=C1)N[C@H]1COCC1)N1CCC2(CC2)CC1)=O (R)-N-(3-(N-(tert-butyl)sulfamoyl)phenyl)-2-(6-azaspiro[2.5]octan-6-yl)-6-((tetrahydrofuran-3-yl)amino)nicotinamide